1-(benzo[b]thiophen-2-yl)-2-(3-fluorophenyl)prop-2-en-1-one S1C2=C(C=C1C(C(=C)C1=CC(=CC=C1)F)=O)C=CC=C2